C(C)(=O)N1CCC(CC1)N(C(OC(C)(C)C)=O)CC=1C=CC(=NC1OC)C1=C(C(=NC=C1)C1=C(C(=CC=C1)NC(C1=NC=C(C(=C1)OC)C=C)=O)Cl)Cl tert-butyl (1-acetylpiperidin-4-yl)((3'-chloro-2'-(2-chloro-3-(4-methoxy-5-vinylpicolinamido)phenyl)-6-methoxy-[2,4'-bipyridin]-5-yl)methyl)carbamate